5-((2-amino-3-fluoropyridin-4-yl)methyl)-3,4-difluoro-2-((2-fluoro-4-iodophenyl)amino)benzoic acid Hydrochloride salt Cl.NC1=NC=CC(=C1F)CC=1C(=C(C(=C(C(=O)O)C1)NC1=C(C=C(C=C1)I)F)F)F